COC1OC2(OC1)CCC(CC2)C(F)(F)F methoxy-8-(trifluoromethyl)-1,4-dioxaspiro[4.5]decane